C(C)OC(=O)C1=CN=C2C3C(C(NC2=C1)=C=O)CCC3 6-Carbonyl-6,6a,7,8,9,9a-hexahydro-5H-cyclopenta[c][1,5]naphthyridine-3-carboxylic acid ethyl ester